OCCCNC=1C(N(C(N(C1)C)=O)C)=O (3-hydroxypropyl-amino)-1,3-dimethyl-uracil